OC1CC2(C1)CN(CCC2)C(=O)OCC2=CC=CC=C2 benzyl (2S,4R)-2-hydroxy-6-azaspiro[3.5]nonane-6-carboxylate